tert-butyl (4-fluoropiperidin-4-yl)methylcarbamate FC1(CCNCC1)CNC(OC(C)(C)C)=O